FC1=CC=C(CNC(C#N)C2=CC=CC=C2)C=C1 2-(4-fluorobenzylamino)-2-phenylacetonitrile